ClC=1C(=C(C(=C(C1)C(C)Cl)OC)C1CN(C1)C(=O)OC(C)(C)C)F tert-Butyl 3-[3-chloro-5-(1-chloroethyl)-2-fluoro-6-methoxyphenyl]azetidine-1-carboxylate